BrC1=C(C=C(S1)C=1N=C(SC1N1CCN(CC1)C1CCCCC1)N)Cl 4-(5-bromo-4-chlorothien-2-yl)-5-(4-cyclohexylpiperazin-1-yl)thiazol-2-ylamine